5-((3,4-dichloro-2-hydroxy-5-oxo-2,5-dihydro-1H-pyrrol-1-yl)methyl)-1,3-dihydro-2H-benzo[d]imidazol-2-one ClC=1C(N(C(C1Cl)=O)CC1=CC2=C(NC(N2)=O)C=C1)O